1,3,3,5-tetramethylcyclohexanecarbonyl chloride CC1(CC(CC(C1)C)(C)C)C(=O)Cl